2-bromo-3-ethyl-6-fluoro-benzaldehyde BrC1=C(C=O)C(=CC=C1CC)F